BrC1=CC(=CC(=C1)I)F 1-bromo-3-fluoro-5-iodo-benzene